P(OCCCCCCCCC)(OC1=CC=CC=C1)[O-] Nonyl Phenyl Phosphite